tert-butyl (R)-(1-(4-(2-aminoethyl)phenyl)pyrrolidin-3-yl)(methyl)carbamate NCCC1=CC=C(C=C1)N1C[C@@H](CC1)N(C(OC(C)(C)C)=O)C